titanium (IV) tetrapropoxide [O-]CCC.[O-]CCC.[O-]CCC.[O-]CCC.[Ti+4]